(2S)-N-{[4-(3,4-dichlorobenzyl)morpholin-2-yl]methyl}-[4-(3,4-dimethoxyphenyl)thiazol-2-ylsulfanyl]acetamide ClC=1C=C(CN2C[C@@H](OCC2)CNC(CSC=2SC=C(N2)C2=CC(=C(C=C2)OC)OC)=O)C=CC1Cl